C[C@H]1CCC(N(C1)C=O)C1=CC2=C(CC3(CCN(CC3)C)O2)C=C1 ((5S)-5-methyl-2-(1'-methyl-3H-spiro[benzofuran-2,4'-piperidin]-6-yl)piperidin-1-yl)methanone